FC1=CC(=C(C=C1)NC1=CN=C2N1CCC=C2)C(F)(F)F 3-((4-fluoro-2-(trifluoromethyl)phenyl)amino)-5,6-dihydroimidazo[1,2-a]pyridine